FC1=CC=C(C(=O)C(=O)N2C(C=3N(CC2)C(=NC3)C(F)(F)F)C)C=C1 (4-fluorobenzoyl)(8-methyl-3-(trifluoromethyl)-5,6-dihydroimidazo[1,5-a]pyrazin-7(8H)-yl)methanone